8-Methyl-N-{[(2R/S)-4-methylmorpholin-2-yl]methyl}-2-(pyridin-2-ylmethyl)-4,5-dihydro-2H-furo[2,3-g]indazol-7-carboxamid CC1=C(OC=2CCC3=CN(N=C3C21)CC2=NC=CC=C2)C(=O)NC[C@@H]2CN(CCO2)C |r|